6,8-dimethyl-1-[3-(methylamino)phenyl]pyrido[4,3-d]pyrimidine-2,4,7-trione CN1C=C2C(N(C(NC2=O)=O)C2=CC(=CC=C2)NC)=C(C1=O)C